C(=O)C=1C=CC=CC1C1=C(C=CC=C1)C=O 3,3'-diformyl-4,4'-biphenyl